FC=1C=C(C=CC1F)COC=1N=CC=C2C1SC(=C2)C2=C(C(=NC1=C2C(N2CCC[C@@H]12)=O)CC1=CC=C(C=C1)F)C1=NOC(N1)=O 3-[(9aS)-4-[7-[(3,4-difluorophenyl)methoxy]thieno[2,3-c]pyridin-2-yl]-2-[(4-fluorophenyl)methyl]-5-oxo-7,8,9,9a-tetrahydropyrido[2,3-a]pyrrolizin-3-yl]-4H-1,2,4-oxadiazol-5-one